ClC1=C(C=C(C(=O)N2CC=3C(=NN4C3C(N([C@H](C4)C(=O)N)CC4=CC=C(C=C4)OC(F)F)=O)C[C@H]2C)C=C1)C#N (3R,8R)-2-(4-chloro-3-cyanobenzoyl)-9-(4-(difluoromethoxy)benzyl)-3-methyl-10-oxo-1,2,3,4,7,8,9,10-octahydropyrido[4',3':3,4]pyrazolo[1,5-a]pyrazine-8-carboxamide